tert-butyl-diphenyl-[1-[(3S)-1-[3-pyrimidin-5-yl-1-(2-trimethylsilylethoxymethyl)pyrrolo[2,3-b]pyridin-4-yl]-3-piperidyl]pyrrolidin-3-yl]oxy-silane C(C)(C)(C)[Si](OC1CN(CC1)[C@@H]1CN(CCC1)C1=C2C(=NC=C1)N(C=C2C=2C=NC=NC2)COCC[Si](C)(C)C)(C2=CC=CC=C2)C2=CC=CC=C2